COC1=CC2=C(N=C(S2)C2=C3N=CC(=NC3=CC(=C2)C)OC)C(=C1)C(O)C1CCOCC1 (6-methoxy-2-(2-methoxy-7-methylquinoxalin-5-yl)benzo[d]Thiazol-4-yl)(tetrahydro-2H-pyran-4-yl)methanol